2-(((2R,3R,4S,5R)-5-(6-amino-2-chloro-9H-purin-9-yl)-4-fluoro-3-hydroxytetrahydrofuran-2-yl)methoxy)-2-((5-carboxythiophen-2-yl)methyl)malonic acid NC1=C2N=CN(C2=NC(=N1)Cl)[C@H]1[C@H]([C@@H]([C@H](O1)COC(C(=O)O)(C(=O)O)CC=1SC(=CC1)C(=O)O)O)F